bis(5-isopropylthiophen-2-yl)piperidine-4-carboxamide C(C)(C)C1=CC=C(S1)C1N(CCC(C1)C(=O)N)C=1SC(=CC1)C(C)C